CC=1C=C(OC=COC2=CC(=CC=C2)C)C=CC1 1,2-bis(3-methylphenoxy)ethylene